FC(C1=NN=C(O1)C1=CN=C(S1)CC(C)S(=O)(=O)NC1=NC=C(C=C1)C(C)(C)O)F ((5-(5-(difluoromethyl)-1,3,4-oxadiazol-2-yl)thiazol-2-yl)methyl)-N-(5-(2-hydroxypropan-2-yl)pyridin-2-yl)ethanesulfonamide